1-methyl-4-(1-phenylethoxyprop-1-en-2-yl)benzene CC1=CC=C(C=C1)C(=C)COC(C)C1=CC=CC=C1